OC1=CC=C(CC2=C(C=C(C=3C4=CC=C(C(=C4C=CC23)OC)O)OC)O)C=C1 1-(4-hydroxybenzyl)-4,8-dimethoxy-2,7-phenanthrene-diol